2-(4,7,10-tris(pyridin-2-ylmethyl)-1,4,7,10-tetraazacyclododecan-1-yl)acetic acid N1=C(C=CC=C1)CN1CCN(CCN(CCN(CC1)CC1=NC=CC=C1)CC1=NC=CC=C1)CC(=O)O